4-(2-hydroxy-prop-2-yl)picolinic acid OC(C)(C)C1=CC(=NC=C1)C(=O)O